(2-((2-chloro-5-(trifluoromethyl)pyrimidin-4-yl)amino)phenyl)diethylphosphine oxide ClC1=NC=C(C(=N1)NC1=C(C=CC=C1)P(CC)(CC)=O)C(F)(F)F